tert-butyl 4-(5-(8-chloro-2-methylimidazo[1,2-a]pyridin-6-yl)-7-fluoro-2H-indazol-2-yl)piperidine-1-carboxylate ClC=1C=2N(C=C(C1)C1=CC3=CN(N=C3C(=C1)F)C1CCN(CC1)C(=O)OC(C)(C)C)C=C(N2)C